N-(1H-indazol-3-yl)-2-morpholinobenzo[d]oxazol-5-amine N1N=C(C2=CC=CC=C12)NC=1C=CC2=C(N=C(O2)N2CCOCC2)C1